C(C)C1=C(C=CC2=CC=CC=C12)[S@](=O)OCCOCCOCCOCCCC triethylenglycol butyl ether Ethyl-(R)-naphthalene-2-sulfinate